4-(1-carbamimidoyl-1,2,3,6-tetrahydropyridin-4-yl)-N-(4-(4-carbamimidoylpiperazin-1-yl)-3-methylphenyl)-3-chlorobenzamide C(N)(=N)N1CCC(=CC1)C1=C(C=C(C(=O)NC2=CC(=C(C=C2)N2CCN(CC2)C(N)=N)C)C=C1)Cl